C(C\C=C\CCCCC)(=O)OCC Ethyl (E)-non-3-enoate